NCCOCCNC(\C=C\C1=CC=C(C=C1)C)=O (E)-N-(2-(2-aminoethoxy)ethyl)-3-(p-tolyl)acrylamide